tert-butyl N-(5-bromo-2,3-dihydrobenzofuran-7-yl)carbamate BrC=1C=C(C2=C(CCO2)C1)NC(OC(C)(C)C)=O